C[C@H]1O[C@@H](CCN(C1)C1=C(C(=O)NC2=CC(=NC=C2)S(N)(=O)=O)C=C(C=N1)C(F)(F)F)C(F)(F)F 2-((2r,7s)-2-methyl-7-(trifluoromethyl)-1,4-oxazepan-4-yl)-N-(2-sulfamoylpyridin-4-yl)-5-(trifluoromethyl)nicotinamide